FC1(CC(C1)(O)C1=CC=2C(=NC(=CC2)C2=CC=3C(=NC=CN3)N=C2)S1)F 3,3-difluoro-1-(6-(pyrido[2,3-b]pyrazin-7-yl)thieno[2,3-b]pyridin-2-yl)cyclobutanol